N-(3-(((1,2,4-oxadiazol-3-yl)methyl)carbamoyl)phenyl)-5-(4-chlorophenyl)-1-(2,4-dichlorophenyl)-4-methyl-1H-pyrazole-3-carboxamide O1N=C(N=C1)CNC(=O)C=1C=C(C=CC1)NC(=O)C1=NN(C(=C1C)C1=CC=C(C=C1)Cl)C1=C(C=C(C=C1)Cl)Cl